3-methoxy-4-(3-methyl-4-(methyl-sulfonyl)phenyl)-1H-pyrazolo[4,3-c]pyridine pentyl-3-methyl-6-(oxazol-2-yl)-4-oxo-4,5,6,7-tetrahydro-1H-indole-2-carboxylate C(CCCC)OC(=O)C=1NC=2CC(CC(C2C1C)=O)C=1OC=CN1.COC1=NNC2=C1C(=NC=C2)C2=CC(=C(C=C2)S(=O)(=O)C)C